2-fluoro-5,5-dimethyl-1,3,2-dioxaphosphorinane-2-oxide FP1(OCC(CO1)(C)C)=O